N-[(1S)-1-[[(1S)-3-chloro-2-oxo-1-[[(3S)-2-oxopyrrolidin-3-yl]methyl]propyl]carbamoyl]-3-methyl-butyl]-4-methoxy-1H-indole-2-carboxamide ClCC([C@H](C[C@H]1C(NCC1)=O)NC(=O)[C@H](CC(C)C)NC(=O)C=1NC2=CC=CC(=C2C1)OC)=O